ClC=1C=C(C=CC1C)NC(=O)N(CC=1C=C2CN(C(C2=CC1)=O)C1C(NC(CC1)=O)=O)CC(C(=O)OC(C)(C)C)=C tert-butyl 2-[[(3-chloro-4-methyl-phenyl)carbamoyl-[[2-(2,6-dioxo-3-piperidyl)-1-oxo-isoindolin-5-yl]methyl]amino]methyl]prop-2-enoate